ethyl 3-iodo-1-((2-(trimethylsilyl)ethoxy)methyl)-1H-pyrazolo[3,4-b]pyridine-4-carboxylate IC1=NN(C=2N=CC=C(C21)C(=O)OCC)COCC[Si](C)(C)C